FC(OC1=CC=C(C=C1)C1=CN=C2N1C=CN=C2NC2=CC(=C(C=C2)C=O)C)F (4-((3-(4-(difluoro-methoxy)phenyl)imidazo[1,2-a]pyrazin-8-yl)amino)-2-methylphenyl)methanone